4-(6-chloropyridin-2-yl)-1-(2,2-difluoro-1-(4-fluorophenyl)propyl)-1H-pyrazole-3-carbonitrile ClC1=CC=CC(=N1)C=1C(=NN(C1)C(C(C)(F)F)C1=CC=C(C=C1)F)C#N